C(C)(C)(C)OC(=O)N1CCC2(CCN3C2=NC=C3B(O)O)CC1 (1-(tert-butoxycarbonyl)-5',6'-dihydrospiro[piperidine-4,7'-pyrrolo[1,2-a]imidazol]-3'-yl)boronic acid